1,3,5-Tris(4-trimethylsilylethynylphenyl)benzene methyl-(3S)-3-[[3-(3-fluorophenyl)-5-methyl-4H-isoxazole-5-carbonyl]amino]-2,3-dihydrofuran-5-carboxylate COC(=O)C1=C[C@@H](CO1)NC(=O)C1(CC(=NO1)C1=CC(=CC=C1)F)C.C[Si](C)(C)C#CC1=CC=C(C=C1)C1=CC(=CC(=C1)C1=CC=C(C=C1)C#C[Si](C)(C)C)C1=CC=C(C=C1)C#C[Si](C)(C)C